Methyl-glucose dioleate C(CCCCCCC\C=C/CCCCCCCC)(=O)O.C(CCCCCCC\C=C/CCCCCCCC)(=O)O.CC(=O)[C@H](O)[C@@H](O)[C@H](O)[C@H](O)CO